N-{4-[4-amino-2-ethoxymethyl-7-(pyridin-3-yl)-1H-imidazo[4,5-c]quinolin-1-yl]butyl}butanamide NC1=NC=2C=C(C=CC2C2=C1N=C(N2CCCCNC(CCC)=O)COCC)C=2C=NC=CC2